C(=C)C(C(=O)O)C=C 2-vinyl-3-butenoic acid